ClC=1C=C(C(=O)N2CCC3=CC(=CC=C23)[C@@H](C)NC(C2=C(C=C(C=C2)Cl)F)=O)C=CC1 (R)-N-(1-(1-(3-chlorobenzoyl)-2,3-dihydro-1H-indol-5-yl)ethyl)-4-chloro-2-fluorobenzamide